C1(CC1)CNC1=C2C=C(N=CC2=CC(=N1)C1=C(C(=CC(=C1Cl)OC([2H])([2H])[2H])OC([2H])([2H])[2H])Cl)N[C@H]1[C@H](COC1)NC(C=C)=O N-((3R,4S)-4-((5-((cyclopropylmethyl)amino)-7-(2,6-dichloro-3,5-bis(methoxy-d3)phenyl)-2,6-naphthyridin-3-yl)amino)tetrahydrofuran-3-yl)acrylamide